(4,5-dimethylthiophen-3-yl)methanol CC=1C(=CSC1C)CO